ClC1=NC(=C(C(=C1C#N)C1=CC=C(C=C1)OCCO)C#N)SCC1=CC=C(C=C1)OC 2-Chloro-4-[4-(2-hydroxyethoxy)phenyl]-6-[(4-methoxyphenyl)methyl-sulfanyl]pyridine-3,5-dicarbonitrile